C(C)(C)(C)OC(=O)N1CC2(C1)CN(C2)C2=NC=CC(=C2)C=2C(=C(C=C(C2)F)C2=CC(=C(C=C2)NC(C)=O)Cl)OC 6-(4-(4'-acetamido-3'-chloro-5-fluoro-2-methoxy-[1,1'-biphenyl]-3-yl)pyridin-2-yl)-2,6-diazaspiro[3.3]heptane-2-carboxylic acid tert-butyl ester